trans-4-(3-methoxyphenyl)pyrrolidine-3-carbonitrile COC=1C=C(C=CC1)[C@H]1[C@@H](CNC1)C#N